C(N)(OC=1C=NC=C(C1)CO[Si](C)(C)C(C)(C)C)=O (5-(((tert-butyldimethylsilyl) oxy) methyl) pyridin-3-yl) carbamate